1-Benzyl 4-[4-[[2-(2,6-dioxo-3-piperidyl)-1,3-dioxo-isoindolin-4-yl]amino]butoxy]piperidine-1-carboxylate O=C1NC(CCC1N1C(C2=CC=CC(=C2C1=O)NCCCCOC1CCN(CC1)C(=O)OCC1=CC=CC=C1)=O)=O